2-(3-(dibenzothiophen-4-yl)-phenyl)-4,6-bis(1,1'-biphenyl-3-yl)-1,3,5-triazine C1=CC=C(C=2SC3=C(C21)C=CC=C3)C=3C=C(C=CC3)C3=NC(=NC(=N3)C=3C=C(C=CC3)C3=CC=CC=C3)C=3C=C(C=CC3)C3=CC=CC=C3